C(CCCCCCCCCCCCCCCCC)OC1=CC=C(C=C1)C(C1=CC=C(C=C1)OCCCCCCCCCCCCCCCCCC)N bis[4-(octadecyloxy)phenyl]methylamine